N-[2-(4-{[(3,3-dimethylcyclopentyl)formamido]methyl}phenyl)ethyl]-5-ethoxy-1H-pyrazole-3-carboxamide CC1(CC(CC1)C(=O)NCC1=CC=C(C=C1)CCNC(=O)C1=NNC(=C1)OCC)C